C(=O)(OC(C)(C)C)NCCOCCOCCOCCOCCOCCOCCC(=O)O 21-(BOC-amino)-4,7,10,13,16,19-hexaoxaheneicosanoic acid